C1(CC1)C1=NC=NC(=C1C1=NC=C(C(=N1)OCC1=CC=C(C=C1)C=1N(C=C(N1)C(F)(F)F)C(C(F)(F)F)C)C)OC 2-(4-cyclopropyl-6-methoxy-pyrimidin-5-yl)-5-methyl-4-[[4-[4-(trifluoromethyl)-1-(2,2,2-trifluoro-1-methyl-ethyl)imidazol-2-yl]phenyl]methoxy]pyrimidine